COC(=O)[C@@H](C1=CC=CC=C1)NC(=O)C2=CC(=NC3=CC=CC=C32)C4=CC=CC=C4 (-)-(R)-N-(α-methoxycarbonylbenzyl)-2-phenylquinoline-4-carboxamide